N-(cyanomethyl)-3-(2-(4-morpholinophenylamino)thieno[3,2-d]pyrimidin-7-yl)benzamide C(#N)CNC(C1=CC(=CC=C1)C1=CSC2=C1N=C(N=C2)NC2=CC=C(C=C2)N2CCOCC2)=O